((1s,3s)-3-hydroxy-3-methylcyclobutyl)-2-(1-(2-hydroxyprop-2-yl)-4-oxo-benzo[4,5]thieno[2,3-d]pyridazin-3(4H)-yl)acetamide OC1(CC(C1)C(C(=O)N)N1N=C(C2=C(C1=O)SC1=C2C=CC=C1)C(C)(C)O)C